(1S,2R,3S)-N-[7-chloro-6-[4-((3R,4R)-4-fluoro-3-methyl-tetrahydrofuran-3-yl)piperazin-1-yl]-3-isoquinolyl]-2-ethyl-3-(1-methylpyrazol-3-yl)cyclopropanecarboxamide ClC1=C(C=C2C=C(N=CC2=C1)NC(=O)[C@H]1[C@@H]([C@@H]1C1=NN(C=C1)C)CC)N1CCN(CC1)[C@@]1(COC[C@@H]1F)C